5-iodo-6-chloro-1,10-phenanthroline IC1=C2C=CC=NC2=C2N=CC=CC2=C1Cl